C(C)C1=NC(=NN1)CCCCC1=NNC(=N1)CC 3,3'-tetramethylenebis(5-ethyl-1H-1,2,4-triazole)